2-(5-methyl-2-thenoyl)-acetonitrile CC1=CC=C(S1)C(=O)CC#N